1-benzyl-2,4-bis(4-chlorophenyl)-1H-imidazole C(C1=CC=CC=C1)N1C(=NC(=C1)C1=CC=C(C=C1)Cl)C1=CC=C(C=C1)Cl